4-(6-{[(2,4-Dimethoxyphenyl)methyl]amino}-5-methylpyridazin-3-yl)piperidine-1-carboxylic acid tert-butyl ester C(C)(C)(C)OC(=O)N1CCC(CC1)C=1N=NC(=C(C1)C)NCC1=C(C=C(C=C1)OC)OC